C(#N)C=1C=NC=2N(C1)N=CC2C(=O)NC2=CC1=CN(N=C1C=C2)C2CCC(CC2)CN2CCC(CC2)C=2C=1N(C=CC2)C(=CN1)N1C(NC(CC1)=O)=O 6-Cyano-N-[2-[4-[[4-[3-(2,4-dioxohexahydropyrimidin-1-yl)imidazo[1,2-a]pyridin-8-yl]-1-piperidyl]methyl]cyclohexyl]indazol-5-yl]pyrazolo[1,5-a]pyrimidine-3-carboxamide